trimethyloldodecene C(O)C(CCCCCCCCCC=C)(CO)CO